[C@@H]1([C@H]([C@H](O[C@@H]([C@@H]1O)O)C(=O)O)O)O The molecule is any mixture of complex, colloidal, macromolecular plant galacturonans containing a large proportion of D-galactopyranosyluronic acid residues in alpha-(1->4) linkage, the carboxy groups of which may be esterified to varying degrees by methyl groups or be partially or completely converted into salts. The structure shown is that of the parent polygalacturonan. It has a role as an antidiarrhoeal drug, a food stabiliser, a food emulsifier, a food thickening agent, a food gelling agent, a plant metabolite and a Saccharomyces cerevisiae metabolite. It is a conjugate acid of a pectate.